CC1=C(C(=O)OCC(C)(NC(=O)C=2C=C3C(=NC2)C=CS3)C)C=CC=C1 2-methyl-2-(thieno[3,2-b]pyridine-6-carboxamido)propyl 2-methylbenzoate